BrCC1OCCO1 2-bromomethyl-1,3-dioxolane